Cl[Pd-2](Cl)(Cl)Cl dichloro-palladium(II) dichloride